phenacyltetrahydrothiophenium C(C(=O)C1=CC=CC=C1)[S+]1CCCC1